4-{5-[(4-Fluorobenzylidene)amino]-1,3,4-thiadiazol-2-yl}catechol FC1=CC=C(C=NC2=NN=C(S2)C=2C=C(C(O)=CC2)O)C=C1